4-([3,4'-bipiperidin]-1-yl)-5-chloro-2-fluoro-N-(thiazol-2-yl)benzenesulfonamide N1(CC(CCC1)C1CCNCC1)C1=CC(=C(C=C1Cl)S(=O)(=O)NC=1SC=CN1)F